NC1(CC1)C(=O)N[C@H]([C@@H](C1=CC=CC=C1)OC=1C=C2C=NN(C2=CC1)C1=CN(C(C=C1)=O)C)C(C)C 1-amino-N-((1R,2S)-3-methyl-1-((1-(1-methyl-6-oxo-1,6-dihydropyridin-3-yl)-1H-indazol-5-yl)oxy)-1-phenylbutan-2-yl)cyclopropane-1-carboxamide